8-chloro-N-(4-methoxy-2-methylphenyl)quinolin-2-amine ClC=1C=CC=C2C=CC(=NC12)NC1=C(C=C(C=C1)OC)C